1-(3-chloro-4-methylphenyl)-3-(2-(((5-((dimethylamino)methyl)furan-2-yl)methyl)thio)ethyl)urea ClC=1C=C(C=CC1C)NC(=O)NCCSCC=1OC(=CC1)CN(C)C